2-(3,6-diazabicyclo[3.1.1]heptan-3-yl)-7-(thiazol-2-yl)-4-(trifluoromethoxy)benzo[d]oxazole-5-carboxylic acid C12CN(CC(N1)C2)C=2OC1=C(N2)C(=C(C=C1C=1SC=CN1)C(=O)O)OC(F)(F)F